O=C1NC[C@@H](NC1)C(=O)O (R)-5-OXO-PIPERAZINE-2-CARBOXYLIC ACID